[N+](=O)([O-])C1=C(C=C(C=C1)C(F)(F)F)N[C@H]1CN(CCC1)C(=O)OC(C)(C)C tert-butyl (R)-3-((2-nitro-5-(trifluoromethyl)phenyl) amino)piperidine-1-carboxylate